1-methyl-2-oxopiperidin-4-yl-methanesulfonamide CN1C(CC(CC1)CS(=O)(=O)N)=O